C(C=C)(=O)OCCCCOC(C=C)=O 3-butylene diacrylate